FC1=CC(=C(C=C1)C=1N=CC(=NC1C1=NN2C(CNCC2)=C1)C=1C=CC(N(C1)C)=O)OC(C)C 5-[5-(4-fluoro-2-isopropoxy-phenyl)-6-(4,5,6,7-tetrahydropyrazolo[1,5-a]pyrazin-2-yl)pyrazin-2-yl]-1-methyl-pyridin-2-one